FC1(CCC(CC1)C(=O)NNC(=O)OC(C)(C)C)F tert-butyl 2-[(4,4-difluorocyclohexyl)carbonyl]hydrazinecarboxylate